copper-zinc succinate C(CCC(=O)[O-])(=O)[O-].[Zn+2].[Cu+2].C(CCC(=O)[O-])(=O)[O-]